2-(4-(4-hydroxy-3-isopropylbenzyl)-3,5-dimethylphenoxy)acetic acid OC1=C(C=C(CC2=C(C=C(OCC(=O)O)C=C2C)C)C=C1)C(C)C